ClC=1C=CC=C2CCN(C12)CC=1C=C(C=C2C(C=C(OC12)N1CCOCC1)=O)C(=O)N(C)C 8-((7-chloroindolin-1-yl)methyl)-N,N-dimethyl-2-morpholino-4-oxo-4H-chromene-6-carboxamide